CN1N=CC(=C1)NC1=CC(=C2CN(CC2=C1)C#N)C1=CC=CC=C1 6-((1-methyl-1H-pyrazol-4-yl)amino)-4-phenylisoindoline-2-carbonitrile